C(C)(C)(C)C1=CC(=CC2=CC=CC=C12)C1=NC=C(C(=C1)C1=CC=C(C=C1)C1=CC=C(C=C1)C1=C(C=C(C=C1C(F)(F)F)C1=C(C=C(C=C1)C(F)(F)F)C(F)(F)F)C(F)(F)F)C(F)(F)F 2-(4-(tert-butyl)naphthalen-2-yl)-4-(2'',2''',4''',6''-tetrakis(trifluoromethyl)-[1,1':4',1'':4'',1'''-quaterphenyl]-4-yl)-5-(trifluoromethyl)pyridine